5'-chloro-1',2'-dihydrospiro[cyclopropane-1,3'-pyrrolo[3,2-b]pyridine] ClC1=CC=C2C(=N1)C1(CN2)CC1